FC=1C=C(C=CC1F)C1(CC1)NCCC(=O)N1CC2CCC(C1)N2C2=CC=C(N=N2)C#N 6-(3-(3-((1-(3,4-difluorophenyl)cyclopropyl)amino)propanoyl)-3,8-diazabicyclo[3.2.1]octan-8-yl)pyridazine-3-carbonitrile